FC=1C=CC2=C(NC(=NS2(=O)=O)NCC2=CC(=CC=C2)F)C1C(C)C1=CC=CC=C1 6-fluoro-3-((3-fluorobenzyl)amino)-5-(1-phenylethyl)-4H-benzo[e][1,2,4]thiadiazine 1,1-dioxide